CNC1=CC=2N(C=C1)C=C(N2)C2=CC(=CC=C2)SC N-methyl-2-(3-(methylthio)phenyl)imidazo[1,2-a]pyridin-7-amine